C1(=CC=CC=C1)C1=CC=CC=2NC3=CC=CC=C3C12 4-phenyl-9H-carbazol